ClC(C)C=1C=NC=CC1 3-(1-chloroethyl)pyridine